1,3-dimethylpyrrolidinium cyanide [C-]#N.C[NH+]1CC(CC1)C